N1CCCC2CCC3C(=C12)C=CS3 OCTAHYDROTHIENOQUINOLINE